C(C)(C)(C)OC=1C(=CC(=C(C1)NC(CSCC(=O)O)=O)Cl)Cl 2-((2-((5-(tert-butoxy)-2,4-dichlorophenyl)amino)-2-oxoethyl)thio)acetic acid